CC1=C(C(=CC=C1)C)C1CCN(C(=C1)C(F)(F)F)NC 4-(2,6-dimethylphenyl)-1-(methylamino)-6-(trifluoromethyl)-3H-pyridine